C(C1=CC=CC=C1)N1N=C2C(N(CCC2=C1Cl)[C@@H]1C(N(C2=C(OC1)C=C1C(C=CO1)=C2)C)=O)=O (S)-3-(2-benzyl-3-chloro-7-oxo-2,4,5,7-tetrahydro-6H-pyrazolo[3,4-c]pyridin-6-yl)-1-methyl-3,4-dihydrobenzofuro[6,5-b][1,4]oxazepine-2(1H)-one